FC1=C(C=CC(=C1)[N+](=O)[O-])NC1=C(C=CC=C1)C1=NC(=NC=C1)NC1CCC(CC1)NC(OC(C)(C)C)=O O-tert-butyl ((1r,4r)-4-((4-(2-((2-fluoro-4-nitrophenyl)amino)phenyl)pyrimidin-2-yl)amino)cyclohexyl)carbamate